tert-butyl (5-(((2-(diethylamino)ethyl)amino)methyl)pyridin-2-yl)carbamate C(C)N(CCNCC=1C=CC(=NC1)NC(OC(C)(C)C)=O)CC